CC(CCCCCCCCCCCCCCCC)CCCCCCCCCCCCC 17-methyl-triacontane